2-Fluoro-4-(5-(7-(pyrrolidin-1-yl)-6,7,8,9-tetrahydro-5H-benzo[7]annulen-2-yl)-1H-pyrazolo[3,4-b]pyridin-3-yl)benzamide FC1=C(C(=O)N)C=CC(=C1)C1=NNC2=NC=C(C=C21)C=2C=CC1=C(CCC(CC1)N1CCCC1)C2